barium-calcium silicon [Si].[Ca].[Ba]